1-[(2,4-dichloro-5-pyrimidinyl)methyl]-3-hydroxy-3-methyl-2-pyrrolidinone ClC1=NC=C(C(=N1)Cl)CN1C(C(CC1)(C)O)=O